ClC=1C=C(C=CC1F)NC1=NC=NC2=CC(=C(C=C12)NC(\C=C\CN1CCN(CC1)CC1=CC=C(C=C1)C1C(NC(CC1)=O)=O)=O)OC (E)-N-(4-((3-chloro-4-fluorophenyl)amino)-7-methoxyquinazolin-6-yl)-4-(4-(4-(2,6-dioxopiperidin-3-yl)benzyl)piperazin-1-yl)but-2-enamide